COC1=CC=C(C=C1)C(OCC1C(C(C(O1)N1C(NC(C=C1)=O)=O)OCCOCCCCCCCCCCCCCCCC)O)(C1=CC=CC=C1)C1=CC=C(C=C1)OC 1-(5-[[bis(4-methoxyphenyl)(phenyl)methoxy]methyl]-3-[2-(hexadecyloxy)ethoxy]-4-hydroxyoxolan-2-yl)-3H-pyrimidine-2,4-dione